N1=C(C=CC=C1)CCOC1=CC=C(C=N1)CC1=NOC(=C1)C=1C(=NC=CC1)N 3-(3-((6-(2-(pyridin-2-yl)ethoxy)pyridin-3-yl)methyl)isoxazol-5-yl)pyridin-2-amine